The molecule is a member of the class of indole-3-acetic acids that is indole-3-acetic acid in which the hydrogen at position 2 has been replaced by a hydroxy group. This is a very minor tautomer; the major tautomer is the corresponding oxindole. It is a member of indole-3-acetic acids and a member of hydroxyindoles. It is a conjugate acid of a 2-hydroxy-(indol-3-yl)acetate. It is a tautomer of a 2-oxindole-3-acetic acid. C1=CC=C2C(=C1)C(=C(N2)O)CC(=O)O